C(#C)C1=CC2=C(NC(CC(N2C=2C=C(C#N)C=CC2)=O)=O)C2=CC=CC=C12 3-(7-Ethynyl-2,4-dioxo-1,2,3,4-tetrahydro-5H-naphtho[1,2-b][1,4]diazepin-5-yl)benzonitrile